[1,1'-biphenyl]-3-carboxylate C1(=CC(=CC=C1)C(=O)[O-])C1=CC=CC=C1